[2-(acryloyloxy)ethyl]amine C(C=C)(=O)OCCN